CC=1C=CC=2N(C1)C=C(N2)CN2C(C1=CN=CC(=C1C=C2)C=2C=NN(C2)S(=O)(=O)C)=O 2-((6-methylimidazo[1,2-a]pyridin-2-yl)methyl)-5-(1-(methylsulfonyl)-1H-pyrazol-4-yl)-2,7-naphthyridin-1(2H)-one